Benzo-pyridazin N1=NC=CC2=C1C=CC=C2